C(C(CCCCCCCC)O)(O)(O)O n-decanetetraol